(2-(1H-indol-5-yl)-1H-imidazol-4-yl)(3,4,5-trimethoxyphenyl)methanone N1C=CC2=CC(=CC=C12)C=1NC=C(N1)C(=O)C1=CC(=C(C(=C1)OC)OC)OC